methylpiperidine-2-carboxamide CN1C(CCCC1)C(=O)N